[Li]CCCCC(CCCCC(CCCCCCCCCC[Li])[Li])[Li] 1,5,10,20-tetralithioeicosane